E-3-(3-((2-(2-cyanophenyloxy)ethyl)carbamoyl)-4-methylphenyl)acrylate C(#N)C1=C(C=CC=C1)OCCNC(=O)C=1C=C(C=CC1C)/C=C/C(=O)[O-]